(2S)-3-(3-Benzyloxyphenyl)-2-[(3R)-1-tert-Butoxycarbonylpyrrolidin-3-yl]propionic acid C(C1=CC=CC=C1)OC=1C=C(C=CC1)C[C@H](C(=O)O)[C@@H]1CN(CC1)C(=O)OC(C)(C)C